(1R,3R)-1-[2,6-difluoro-4-(1-pentylazetidin-3-yl)oxy-phenyl]-2-(2-fluoro-2-methyl-propyl)-3-methyl-1,3,4,9-tetrahydropyrido[3,4-b]indole FC1=C(C(=CC(=C1)OC1CN(C1)CCCCC)F)[C@H]1N([C@@H](CC2=C1NC1=CC=CC=C21)C)CC(C)(C)F